CN1C(NCC1C(=O)N)=O 3-methyl-2-oxoimidazolidine-4-carboxamide